diammonium oleamide C(CCCCCCC\C=C/CCCCCCCC)(=O)N.[NH4+].[NH4+]